(S)-6-(1-amino-7-azaspiro[3.5]nonan-7-yl)-N-(6-(o-tolyl)-5-(trifluoromethyl)pyridin-2-yl)pyridine-2-sulfonamide N[C@H]1CCC12CCN(CC2)C2=CC=CC(=N2)S(=O)(=O)NC2=NC(=C(C=C2)C(F)(F)F)C2=C(C=CC=C2)C